(2s,3s)-2,3-dihydro-3-hydroxy-2-(4-methoxyphenyl)-1,5-benzothiazepin-4(5H)-one O[C@@H]1[C@@H](SC2=C(NC1=O)C=CC=C2)C2=CC=C(C=C2)OC